8-(4-Aminophenoxy)-1-octanol NC1=CC=C(OCCCCCCCCO)C=C1